FC1=C(COC2=CC=3CC4C(C3C=C2)C4C(=O)OCC)C=C(C=C1)B1OC(C(O1)(C)C)(C)C 4-[2-fluoro-5-(4,4,5,5-tetramethyl-[1,3,2]dioxaborolan-2-yl)-benzyloxy]-1,1a,6,6a-tetrahydro-cyclopropa[a]indene-1-carboxylic acid, ethyl ester